C(CCCCC)OC(=O)C1=NC=C2CC3=C(N=CC=CC=N3)C=C21 pyrrolo[3,4-i][1,6]benzodiazocine-10-carboxylic acid hexyl ester